ClC=1C=CC(=C(C(=O)O)C1)N[C@H](C)C=1C=C(C=C2C(N(C(=NC12)N1CCOCC1)C)=O)C (R)-5-chloro-2-((1-(3,6-dimethyl-2-morpholino-4-oxo-3,4-dihydroquinazolin-8-yl)ethyl)amino)benzoic acid